ClC(C(=O)OC)CCl methyl 2,3-dichloropropanoate